[N+](=O)([O-])C1=CC=C(OC(=O)OCC2=CC=C(C=C2)/N=N/C2=CC=C(C(=O)OC3CCN(CC3)CC(=O)OC(C)(C)C)C=C2)C=C1 1-(2-(tert-butoxy)-2-oxoethyl)piperidin-4-yl (E)-4-((4-((((4-nitrophenoxy)carbonyl)oxy)methyl)phenyl)diazenyl)benzoate